CC(=O)N[C@@H](CO)[C@H]([C@@H]([C@@H](CO)O)O)O[C@@H]1[C@H]([C@H]([C@@H]([C@H](O1)CO)O)O)O[C@@H]2[C@H]([C@H]([C@@H]([C@H](O2)CO)O)O)O The molecule is a glycosyl alditol derivative consisting of two alpha-D-mannopyranose residues and 2-acetamido-2-deoxy-D-glucitol joined in sequence by (1->2) and (1->3) glycosidic bonds. It is a glycosyl alditol derivative, a glycoside and a member of acetamides. It derives from a N-acetyl-D-glucosaminitol.